(E)-N-(4-((3-chloro-2-fluorophenyl)amino)-5-(3-fluoropropoxy)quinazolin-6-yl)-4-(dimethylamino)but-2-enamide ClC=1C(=C(C=CC1)NC1=NC=NC2=CC=C(C(=C12)OCCCF)NC(\C=C\CN(C)C)=O)F